FC1=C(C(=CC=C1)F)C1=N[C@H](C2=NC(=NN2C=2SC=3CCCOCC3C12)C(=O)NCC(C)(C)O)C (7S)-9-(2,6-difluorophenyl)-N-(2-hydroxy-2-methyl-propyl)-7-methyl-13-oxa-18-thia-2,3,5,8-tetraazatetracyclo[8.8.0.02,6.011,17]octadeca-1(10),3,5,8,11(17)-pentaene-4-carboxamide